N-(3-fluoro-4-{[2-(5-{[(2-methoxyethyl)amino]methyl}pyridin-2-yl)thieno[3,2-b]pyridine-7-yl]oxy}phenyl)-1-(4-fluorophenyl)-4-methyl-2-oxo-1,2-dihydropyridine-3-carboxamide FC=1C=C(C=CC1OC1=C2C(=NC=C1)C=C(S2)C2=NC=C(C=C2)CNCCOC)NC(=O)C=2C(N(C=CC2C)C2=CC=C(C=C2)F)=O